ClC1=NC(=C(C(=O)NC2CCC(CC2)CN2C(N(C3=NC=CC=C32)C=3C=C2C=C(NC2=CC3)CO)=O)C=C1)C(F)F chloro-2-(difluoromethyl)-N-((1r,4r)-4-((3-(2-(hydroxymethyl)-1H-indol-5-yl)-2-oxo-2,3-dihydro-1H-imidazo[4,5-b]pyridin-1-yl)methyl)cyclohexyl)nicotinamide